NC=1C(=CC(=NC1C(C)C)OCCN(C(OC(C)(C)C)=O)C)C(C)C.FC(=CCl)F difluoro chloroethylene tert-butyl (2-((5-amino-4,6-diisopropylpyridine-2-yl)oxy)ethyl)(methyl)carbamate